6-(((1S,2S,3R,5R)-2-fluoro-8-azabicyclo[3.2.1]octan-3-yl)(methyl)amino)pyridazin F[C@H]1[C@@H]2CC[C@H](C[C@H]1N(C1=CC=CN=N1)C)N2